N-(1-ethylpiperidin-4-yl)-N-methyl-2-[1-(pyridin-2-yl)-1H-pyrazol-4-yl]-1H-imidazole-4-carboxamide C(C)N1CCC(CC1)N(C(=O)C=1N=C(NC1)C=1C=NN(C1)C1=NC=CC=C1)C